ClC1(CC(=CC=C1)C(F)(F)F)[N+](=O)[O-] m-chloro-3-nitrobenzotrifluoride